1-[2-[1-[1-(2,6-dioxo-3-piperidyl)-6-fluoro-3-methyl-2-oxo-benzimidazol-5-yl]-4-piperidyl]ethyl]-3-[5-fluoro-7-hydroxy-6-(1,1,4-trioxo-1,2,5-thiadiazolidin-2-yl)-2-naphthyl]urea O=C1NC(CCC1N1C(N(C2=C1C=C(C(=C2)N2CCC(CC2)CCNC(=O)NC2=CC1=CC(=C(C(=C1C=C2)F)N2S(NC(C2)=O)(=O)=O)O)F)C)=O)=O